methylaniline hydrofluoric acid salt F.CNC1=CC=CC=C1